C[C@@H]1[C@H](C2=CC(=CC=C2C1)C)NC1=NC(=NC(=N1)N)[C@@H](C)F N-[(1R,2s)-2,6-dimethyl-2,3-dihydro-1H-inden-yl]-6-[(1R)-1-fluoroethyl]-1,3,5-triazine-2,4-diamine